2-(3-chlorobenzyl)cyclopentyl ((2S)-3-cyclohexyl-1-oxo-1-((1-oxo-3-(2-oxo-8-pivaloyl-1,8-diazaspiro[4.5]decan-3-yl)propan-2-yl)amino)propan-2-yl)carbamate C1(CCCCC1)C[C@@H](C(NC(C=O)CC1C(NC2(C1)CCN(CC2)C(C(C)(C)C)=O)=O)=O)NC(OC2C(CCC2)CC2=CC(=CC=C2)Cl)=O